indolone oxalate C(C(=O)O)(=O)O.N=1C(C=C2C=CC=CC12)=O